3-chloro-7-(2-fluoro-4-(trifluoromethyl)phenyl)-2-methylbenzo[4,5]thieno[2,3-b]pyridin ClC=1C=C2C(=NC1C)SC1=C2C=CC(=C1)C1=C(C=C(C=C1)C(F)(F)F)F